2'-chloro-5'-methoxy-6-methyl-N-(5-(2-(trifluoromethyl)pyrimidine-4-carbonyl)-5,6-dihydro-4H-pyrrolo[3,4-d]thiazol-2-yl)-[4,4'-bipyridine]-3-carboxamide ClC1=NC=C(C(=C1)C1=C(C=NC(=C1)C)C(=O)NC=1SC2=C(N1)CN(C2)C(=O)C2=NC(=NC=C2)C(F)(F)F)OC